C(CCC)C1=CN=C(C(=N1)N1CCC(CC1)C(=O)O)C1=CC2=C(OCO2)C(=C1)F 1-(6-butyl-3-(7-fluorobenzo[d][1,3]dioxol-5-yl)pyrazin-2-yl)piperidine-4-carboxylic acid